C(C=C)(=O)N1C[C@@](CC1)(C1=C(C(=CC=C1F)Cl)Cl)NC=1C=C2C(N(C=NC2=C(C1)F)C([2H])([2H])[2H])=O (R)-6-((1-Acryloyl-3-(2,3-dichloro-6-fluorophenyl)pyrrolidin-3-yl)amino)-8-fluoro-3-(methyl-d3)quinazolin-4(3H)-one